4-bromo-2,2-difluoro-6-nitro-1,3-benzodioxole BrC1=CC(=CC=2OC(OC21)(F)F)[N+](=O)[O-]